tert-Butyl (R)-3-(8-bromo-6-methyl-4-oxo-2-(propylthio)quinazolin-3(4H)-yl)pyrrolidine-1-carboxylate BrC=1C=C(C=C2C(N(C(=NC12)SCCC)[C@H]1CN(CC1)C(=O)OC(C)(C)C)=O)C